1-bromo-4-((ethylsulfonyl)methyl)-2-fluorobenzene BrC1=C(C=C(C=C1)CS(=O)(=O)CC)F